1-[4-(piperidine-1-sulfonyl)phenyl]-3-(pyridin-3-ylmethyl)urea N1(CCCCC1)S(=O)(=O)C1=CC=C(C=C1)NC(=O)NCC=1C=NC=CC1